Tert-butyl N-[2-chloro-5-[6-fluoro-4-(hydroxymethyl)-3-pyridyl]-3-thienyl]carbamate ClC=1SC(=CC1NC(OC(C)(C)C)=O)C=1C=NC(=CC1CO)F